N,N-bis(2-hydroxyethyl)-3-carboxypropionamide OCCN(C(CCC(=O)O)=O)CCO